ClC=1C=C(C(=C(C1)OC)I)C 5-Chloro-2-iodo-1-methoxy-3-methylbenzene